ClC1=CC(=C(C2=C1OC1(CCC(CC1)CN(C)C)O2)C)C(=O)O rel-(2s,4's)-7-chloro-4'-((dimethylamino)methyl)-4-methylspiro[benzo[d][1,3]dioxole-2,1'-cyclohexane]-5-carboxylic acid